C(C)(C)(C)N(C(O)=O)C1=CC2=C(OC(CN2C)CN(C)C)C=C1.CN(C1=C2C=CC=C(C2=CC=C1)S(=O)(=O)NC1=CC(=CC=C1)C=1N=C(SC1)NC)C 5-(Dimethylamino)-N-(3-(2-(methylamino)thiazol-4-yl)phenyl)naphthalene-1-sulfonamide tert-butyl-(2-((dimethylamino)methyl)-4-methyl-3,4-dihydro-2H-benzo[b][1,4]oxazin-6-yl)carbamate